behenamidoamine C(CCCCCCCCCCCCCCCCCCCCC)(=O)NN